methyl 3-{[N-(5,6-dimethoxybenzothiazol-2-yl)carbamoyl]methyl}benzoate COC=1C(=CC2=C(N=C(S2)NC(=O)CC=2C=C(C(=O)OC)C=CC2)C1)OC